N-n-butylpyrrolidone C(CCC)N1C(CCC1)=O